2,4-diamino-benzenesulfonic acid NC1=C(C=CC(=C1)N)S(=O)(=O)O